C1(CCCCC1)N1C(C=2C(C1=O)=CC=CC2)=O N-Cyclohexyl-Phthalimide